NCCOCNC([C@@H](NC([C@@H](NC([C@@H](NC(COC(=O)NS(=O)(=O)N1CCC(CC1)C(=O)O)=O)C)=O)C)=O)C)=O 1-(N-((6S,9S,12S)-18-amino-6,9,12-trimethyl-4,7,10,13-tetraoxo-2,16-dioxa-5,8,11,14-tetraazaoctadecanoyl)sulfamoyl)piperidine-4-carboxylic acid